C(C)(C)(C)OC(CN1C(=NC=C(C1=O)NCCCC1=CC=C(C=C1)OC)C1=CC=CC=C1)=O.COC1=CC=C(C=C1)CCCNC1=CN=C(N(C1=O)CC(=O)O)C1=CC=CC=C1 2-(5-((3-(4-methoxyphenyl)propyl)amino)-6-oxo-2-phenylpyrimidin-1(6H)-yl)acetic acid tert-butyl-2-(5-((3-(4-methoxyphenyl)propyl)amino)-6-oxo-2-phenylpyrimidin-1(6H)-yl)acetate